5-(2-cyclopropoxy-5-(trifluoromethyl)phenyl)-N-((3R,5S)-5-(methoxymethyl)-pyrrolidin-3-yl)-1,3,4-oxadiazole-2-carboxamide TFA salt OC(=O)C(F)(F)F.C1(CC1)OC1=C(C=C(C=C1)C(F)(F)F)C1=NN=C(O1)C(=O)N[C@H]1CN[C@@H](C1)COC